CN(C(C)C)CC1=CC=C2CCC3(C2=C1)CCC(CC3)C(=O)O 6'-{[methyl(propan-2-yl)amino]methyl}-2',3'-dihydrospiro[cyclohexane-1,1'-indene]-4-carboxylic acid